3-(bromomethyl)-2,6-difluorobenzoic acid methyl ester COC(C1=C(C(=CC=C1F)CBr)F)=O